[N+](=O)([O-])C=1C(=C2C(=NC1)N(C=C2)S(=O)(=O)C2=CC=C(C)C=C2)NN2CCC(CC2)CC#N (1-((5-nitro-1-p-toluenesulfonyl-1H-pyrrolo[2,3-b]pyridin-4-yl)amino)piperidin-4-yl)acetonitrile